N-(4-(2-(((1r,4r)-4-aminocyclohexyl)amino)-8-ethylquinazolin-6-yl)-3-methylphenyl)-4-chlorobenzenesulfonamide NC1CCC(CC1)NC1=NC2=C(C=C(C=C2C=N1)C1=C(C=C(C=C1)NS(=O)(=O)C1=CC=C(C=C1)Cl)C)CC